[I-].C1(=CC=CC=C1)[NH2+]CC Phenyl-Ethylammonium Iodide